BrC=1C=CC2=C(CC(CC=3N2C(=NN3)[C@@H]3CC[C@H](CC3)OC3=NC=CC=C3)N)C1 8-Bromo-1-[trans-4-(pyridin-2-yloxy)cyclohexyl]-5,6-dihydro-4H-[1,2,4]triazolo[4,3-a][1]benzazepin-5-amin